F[P-](F)(F)(F)(F)F.C(C1=CC=CC=C1)(=O)C1=CC=C(C=C1)[S+](C1=CC=C(C=C1)C)C1=CC=2C(C3=CC(=CC(=C3SC2C=C1)CC)CC)=O (4-benzoylphenyl)(5,7-diethyl-9-oxo-9H-thioxanthen-2-yl)(4-methylphenyl)sulfonium hexafluorophosphate